O1C(OCC1)C1CCN(CC1)C1=C(C=C(C=C1)N[C@@H]1C(NC(CC1)=O)=O)F (S)-3-((4-(4-(1,3-Dioxolan-2-yl)piperidin-1-yl)-3-fluorophenyl)amino)piperidine-2,6-dione